COC1=C(C=CC(=C1)C1CCN(CC1)C)NC=1N=CC=2N(C(C3=C(N(C2N1)C)SC(=N3)C)=O)C 6-((2-methoxy-4-(1-methylpiperidin-4-yl)phenyl)amino)-2,4,9-trimethyl-4,9-dihydro-10H-pyrimido[5,4-b]thiazolo[5,4-e][1,4]diazepin-10-one